N-{4-[3-(2-aminopyridin-4-yl)-5-methyl-4-oxo-4,5-dihydro-1H-pyrrolo[3,2-c]pyridin-2-yl]pyridin-2-yl}-2-(4-fluorophenyl)propanamide NC1=NC=CC(=C1)C1=C(NC2=C1C(N(C=C2)C)=O)C2=CC(=NC=C2)NC(C(C)C2=CC=C(C=C2)F)=O